N-allylquinoxalin-2(1H)-one C(C=C)N1C(C=NC2=CC=CC=C12)=O